C(C)(=O)O/N=C(\C1=CC(=CC=C1)CC(C=1SC2=C(N1)C=CC(=C2)OC)NS(=O)(=O)C2=CC=C(C=C2)NC(CCCNC(=O)OC(C)(C)C)=O)/N [(E)-[amino-[3-[2-[[4-[4-(tert-butoxycarbonylamino)butanoylamino]phenyl]sulfonylamino]-2-(6-methoxy-1,3-benzothiazol-2-yl)ethyl]phenyl]methylene]amino] acetate